OP(O)(=O)OP(=O)(O)O.C1=CC=C2C=CC3=CC=CC4=CC=C1C2=C34 Pyrene Pyrophosphate